C(CCCCCCC=CC)[Si](O[Si](C)(C)C)(C)CCCCCCCC=CC di(8-decenyl)tetramethyl-disiloxane